FC(C=1C=C(C=C(C1)C(F)(F)F)C1=NN(C=N1)\C=C/1\C(N(C(S1)=O)C)=O)(F)F (Z)-5-((3-(3,5-bis(trifluoromethyl)phenyl)-1H-1,2,4-triazol-1-yl)methylene)-3-Methylthiazolidine-2,4-dione